(R)-7-ethyl-2-(6-methyl-2-((4-(4-Methylpiperazin-1-yl)phenyl)amino)-7H-pyrrolo[2,3-d]pyrimidin-7-yl)-6,7-dihydro-5H-cyclopenta[b]pyridine C(C)[C@@H]1CCC=2C1=NC(=CC2)N2C(=CC1=C2N=C(N=C1)NC1=CC=C(C=C1)N1CCN(CC1)C)C